C(C)N(C1=CC=C(C=C1)S(=O)(=O)O)CC 4-(diethylamino)benzenesulfonic acid